(R)-N-((S)-(3-amino-4-fluorophenyl)(phenyl)methyl)-2-methylpropane-2-sulfinamide NC=1C=C(C=CC1F)[C@@H](N[S@](=O)C(C)(C)C)C1=CC=CC=C1